ClC1=C2C(=CN=C1)SC(=C2)N 4-chlorothieno[2,3-c]pyridin-2-amine